Benzyl (1R,2S,5R)-7,7-dimethyl-3-azabicyclo[3.2.0]heptane-2-carboxylate hydrochloride Cl.CC1(C[C@H]2CN[C@@H]([C@@H]12)C(=O)OCC1=CC=CC=C1)C